FC1=CC=C(C=C1)C1(OC(C=2C(=C3C4=C(C(OC3=CC2CCCCC)(C)C)C=CC(=C4)C)O1)=O)CC(C)=O 2-(4-fluorophenyl)-8,8,11-trimethyl-2-(2-oxopropyl)-5-pentyl-4H,8H-benzo[c][1,3]dioxino[4,5-f]chromen-4-one